5-(2,4-Dimethylphenyl)-N-((2-(2,6-dioxopiperidin-3-yl)-1-oxoisoindolin-5-yl)methyl)-1H-pyrazole-3-carboxamide CC1=C(C=CC(=C1)C)C1=CC(=NN1)C(=O)NCC=1C=C2CN(C(C2=CC1)=O)C1C(NC(CC1)=O)=O